N-((1R,4r)-4-(2-(((R)-2-(3-Fluorophenyl)-2-hydroxyethyl)amino)-2-methyl-propyl)cyclohexyl)-N-methylacetamide hydrochloride Cl.FC=1C=C(C=CC1)[C@H](CNC(CC1CCC(CC1)N(C(C)=O)C)(C)C)O